CC=1C(=NC=CC1)C=N methyl-picolineimine